N(=N)CC1CN(C1)C1=CC=CC=C1 3-(diazenylmethyl)-1-phenylazetidine